C(C=C)C=1C=C(C(=C(C#N)C1)C(C)(C)O)C1=CC2=C(NC(=N2)C)C=C1 5-allyl-2-(2-hydroxypropan-2-yl)-3-(2-methyl-1H-benzimidazol-5-yl)benzonitrile